C(C)(C)(C)OC(NCC(=O)N1[C@@H](CC(C1)(F)F)C#N)=O (S)-[2-(2-cyano-4,4-difluoropyrrolidin-1-yl)-2-oxo-ethyl]carbamic acid tert-butyl ester